2,2-bis[[(2-Ethyl-1-oxohexyl)oxy]methyl]propane-1,3-diyl bis(2-ethylhexanoate) C(C)C(C(=O)OCC(COC(C(CCCC)CC)=O)(COC(C(CCCC)CC)=O)COC(C(CCCC)CC)=O)CCCC